6-Chloro-3-[(1R)-1-[3,6-dimethyl-2-(2-methylimidazo[1,2-b]pyridazin-6-yl)-4-oxo-chromen-8-yl]ethoxy]pyridine-2-sulfonamide ClC1=CC=C(C(=N1)S(=O)(=O)N)O[C@H](C)C=1C=C(C=C2C(C(=C(OC12)C=1C=CC=2N(N1)C=C(N2)C)C)=O)C